COC(=O)C1C(C1)C1CC=CCC1 2-(Cyclohex-3-en-1-yl)cyclopropane-1-carboxylic acid methyl ester